COC(C1=C(C=CC(=C1)O)C1=CC(=NC(=C1)Cl)Cl)=O 2-(2,6-dichloropyridin-4-yl)-5-hydroxybenzoic acid methyl ester